(R)-3-(3,4-dichlorobenzyl)-8-(1-ethyl-3-(trifluoromethyl)-1H-pyrazol-4-yl)-6-((2-imino-3-methyl-2,3-dihydro-1H-imidazol-1-yl)methyl)chroman-4-one ClC=1C=C(C[C@@H]2COC3=C(C=C(C=C3C2=O)CN2C(N(C=C2)C)=N)C=2C(=NN(C2)CC)C(F)(F)F)C=CC1Cl